CSC=1NC(C2=C(N1)OC(CC2)C2=CC=CC1=C2C=2C=NN(C2C=C1)C1OCCCC1)=O 2-(methylthio)-7-(3-(tetrahydro-2H-pyran-2-yl)-3H-benzo[e]indazol-9-yl)-3,5,6,7-tetrahydro-4H-pyrano[2,3-d]pyrimidin-4-one